(3,5-dichloro-4-methoxyphenyl)(7-methyl-2,3-dihydro-4H-benzo[b][1,4]thiazin-4-yl)methanone ClC=1C=C(C=C(C1OC)Cl)C(=O)N1C2=C(SCC1)C=C(C=C2)C